6-bromo-4-((3-chlorobenzyl)amino)quinoline-2-carboxylic acid methyl ester COC(=O)C1=NC2=CC=C(C=C2C(=C1)NCC1=CC(=CC=C1)Cl)Br